methyl (E)-2-[2-[6-(2-cyanophenoxy) pyrimidin-4-yloxy] phenyl]-3-methoxyacrylate C(#N)C1=C(OC2=CC(=NC=N2)OC2=C(C=CC=C2)/C(/C(=O)OC)=C\OC)C=CC=C1